CNC(C1=C(C=CC=C1)SSC1=C(C(=O)NC)C=CC=C1)=O 2,2'-dithiobis[N-methylbenzamide]